C(C)(C)(C)OC(C(CC1=CC=C(C=C1)N1C(CN(CC1)CCCOC)=O)NC(=O)OC(C)(C)C)=O 2-((tert-butoxycarbonyl)amino)-3-(4-(4-(3-methoxypropyl)-2-oxopiperazin-1-yl)phenyl)propionic acid tert-butyl ester